FC=1C(=C2C=C(NC2=CC1)C(=O)O)C(C)O 5-fluoro-4-(1-hydroxyethyl)-1H-Indole-2-carboxylic Acid